CC(C)CNC1=C2C(=NC(=N1)N)N(C=N2)[C@@H]3C[C@@H](C=C3)CO The molecule is a 2,6-diaminopurine that is an analogue of abacavir in which the cyclopropylamino group at position 6 of the purine moiety is replaced by an isobutylamino group. One of a series of synthesised abacavir analogues with antiviral activity found to stimulate IFN-gamma secretion in abacavir-responsive clones. It has a role as an antiviral agent. It derives from an abacavir.